N[C@@H]1C2=CC=CC=C2CC12CCN(CC2)C=2NC(C1=C(N2)NN=C1C1(CC1)C=1C=C2C=CC=NC2=CC1)=O (S)-6-(1-amino-1,3-dihydrospiro[indene-2,4'-piperidin]-1'-yl)-3-(1-(quinolin-6-yl)cyclopropyl)-1,5-dihydro-4H-pyrazolo[3,4-d]pyrimidin-4-one